4-[4-[difluoro(phenyl)methyl]-2-methoxy-pyrimidin-2-yl]piperazine-1-carboxylic acid tert-butyl ester C(C)(C)(C)OC(=O)N1CCN(CC1)C1(NC=CC(=N1)C(C1=CC=CC=C1)(F)F)OC